C1(=CC=CC=C1)C=1C(=NC=CN1)C1=CC=CC=C1.C1(=CC=CC=C1)C=1C(=NC=CN1)C1=CC=CC=C1.[Ir+3] iridium (III) bis(diphenylpyrazine)